2,3,4,5,6-pentafluoro-4'-methoxy-1,1'-biphenyl FC1=C(C(=C(C(=C1F)F)F)F)C1=CC=C(C=C1)OC